tert-butyl 7-[2-[4-(4-chlorophenyl)-5-[2-(trifluoromethyl)-4-pyridyl]imidazol-1-yl]acetyl]-2,7-diazaspiro[3.5]nonane-2-carboxylate ClC1=CC=C(C=C1)C=1N=CN(C1C1=CC(=NC=C1)C(F)(F)F)CC(=O)N1CCC2(CN(C2)C(=O)OC(C)(C)C)CC1